4-((s)-2-((S)-2-((tert-butoxycarbonyl)amino)propanamido)propanamido)benzyl (2-((((9H-fluoren-9-yl)methoxy)carbonyl)amino)ethyl)(methoxy)carbamate C1=CC=CC=2C3=CC=CC=C3C(C12)COC(=O)NCCN(C(OCC1=CC=C(C=C1)NC([C@H](C)NC([C@H](C)NC(=O)OC(C)(C)C)=O)=O)=O)OC